N1=C(C=CC=C1)CC1(NC(=NC(=N1)NCC1CCOCC1)N)N 4-(pyridin-2-ylmethyl)-N6-((tetrahydro-2H-pyran-4-yl)methyl)-1,3,5-triazine-2,4,6-triamine